BrC=1C=CC(=C(OCCO)C1)C#N 2-(5-bromo-2-cyanophenoxy)ethanol